1-(5-((3-fluorophenyl)thio)pyrazin-2-yl)-4'H,6'H-spiro[piperidine-4,5'-pyrrolo[1,2-b]pyrazol]-4'-amine FC=1C=C(C=CC1)SC=1N=CC(=NC1)N1CCC2(C(C=3N(N=CC3)C2)N)CC1